2,3-dichloro-5,6-dibromopyrazine ClC1=NC(=C(N=C1Cl)Br)Br